COC=1C=C(COC=2C=C(C=CC2)B(O)O)C=C(C1)OC 3-(3',5-DIMETHOXYBENZYLOXY)PHENYLBORONIC ACID